ethoxy(potassiosulfanyl)methanethione C(C)OC(=S)S[K]